methyl 5-chloro-2-oxo-1,2-dihydropyridine-3-carboxylate ClC=1C=C(C(NC1)=O)C(=O)OC